N,N-diethyl-1-naphthalenamine C(C)N(C1=CC=CC2=CC=CC=C12)CC